6-(4-Methylpiperazin-1-yl)-N-phenethyl-1H-benzo[d]imidazole-1-carboxamide CN1CCN(CC1)C=1C=CC2=C(N(C=N2)C(=O)NCCC2=CC=CC=C2)C1